hydroxy-1,3-dimethyl-1H-pyrazolo-[4,3-b]pyridine-6-carboximidamide OC1=C(C=C2C(=N1)C(=NN2C)C)C(N)=N